(R)-Ethyl 7-(2-methylindolin-1-yl)thiazolo[5,4-d]pyrimidine-2-carboxylate C[C@H]1N(C2=CC=CC=C2C1)C=1C2=C(N=CN1)SC(=N2)C(=O)OCC